NC1=C(C(=O)NC2=C(C=CC(=C2)OC2=CC=CC=C2)OC)C=CC(=N1)COC 2-amino-N-(2-methoxy-5-phenoxyphenyl)-6-(methoxymethyl)nicotinamide